N1=CC=CC(=C1)C(=O)OCC Ethyl pyridine-5-carboxylate